OCC1=CC=C(O1)C1=NC=2C(=C3C(=NC2)N(C=C3)S(=O)(=O)C3=CC=CC=C3)N1C1CN(CC1)CCC#N 3-(3-(2-(5-(hydroxymethyl)furan-2-yl)-6-(phenylsulfonyl)imidazo[4,5-d]pyrrolo[2,3-b]pyridin-1(6H)-yl)pyrrolidin-1-yl)propanenitrile